4-(trifluoromethyl)cyclohexylmethanol FC(C1CCC(CC1)CO)(F)F